Calcium hypoiodite I[O-].[Ca+2].I[O-]